2-(3-(2-(2-Aminoethoxy)ethoxy)propanamido)-N-(5-methyl-4-(tetrahydro-2H-pyran-4-yl)thiazol-2-yl)benzamide NCCOCCOCCC(=O)NC1=C(C(=O)NC=2SC(=C(N2)C2CCOCC2)C)C=CC=C1